N2-[2-(8-azaspiro[4.5]decan-8-yl)phenyl]-N5,N5-dimethylthiophene-2,5-disulfonamide C1CCCC12CCN(CC2)C2=C(C=CC=C2)NS(=O)(=O)C=2SC(=CC2)S(=O)(=O)N(C)C